(Z)-2-(5-bromo-2-chlorophenoxy)-3-methoxyacrylate BrC=1C=CC(=C(O\C(\C(=O)[O-])=C/OC)C1)Cl